3-chloro-5-(4-chlorobenzyl)pyrimido[5,4-c]Pyridazine-6,8(5H,7H)-dione ClC1=CC2=C(N=N1)C(NC(N2CC2=CC=C(C=C2)Cl)=O)=O